tin telluride sulfide [Sn](=[Te])=S